FC(C(=O)O)(F)F.CC1=C(C=C(C=C1)C12CNCC(N1C(=O)N)C2)C2=NC=CC=C2 (4-methyl-3-(pyridin-2-yl)phenyl)-3,6-diazabicyclo[3.1.1]heptane-6-carboxamide trifluoroacetate